N1=C(C=NC=C1)NNC(C=C)=O N'-(pyrazin-2-yl)acrylohydrazide